BrC1=C(OC2=C(O[C@H](C(=O)OC)OC)C=CC=C2)C=C(C(=C1)F)N1C(N(C(=C(C1=O)C)C(F)(F)F)C)=O |r| methyl rac-2-[2-[2-bromo-5-[3,5-dimethyl-2,6-dioxo-4-(trifluoromethyl)pyrimidin-1-yl]-4-fluoro-phenoxy]phenoxy]-2-methoxy-acetate